OCC(O)CO E-glycerol